4-(3-formylphenyl)piperazine-1-carboxylic acid tert-butyl ester C(C)(C)(C)OC(=O)N1CCN(CC1)C1=CC(=CC=C1)C=O